tert-Butyl (3S)-3-[4-[(5-chloro-3-pyridyl)amino]pyrido[3,2-d]pyrimidin-6-yl]oxypyrrolidine-1-carboxylate ClC=1C=C(C=NC1)NC=1C2=C(N=CN1)C=CC(=N2)O[C@@H]2CN(CC2)C(=O)OC(C)(C)C